5-[1-(3-bromophenyl)sulfanylethyl]-2,2-difluoro-1,3-benzodioxole BrC=1C=C(C=CC1)SC(C)C1=CC2=C(OC(O2)(F)F)C=C1